1-[5-(3,4-difluorophenyl)-6-tetrahydropyran-3-yl-pyrrolo[2,3-f]indazol-1-yl]-2,2-dimethyl-propan-1-one FC=1C=C(C=CC1F)N1C(=CC2=C1C=C1C=NN(C1=C2)C(C(C)(C)C)=O)C2COCCC2